C(C)(=O)C1=C(NC(CC(=O)C)=O)C=CC=C1 2'-acetylacetoacetanilide